[Si](C1=CC=CC=C1)(C1=CC=CC=C1)(C(C)(C)C)OCCS 2-((tert-butyldiphenylsilyl)oxy)ethane-1-thiol